4-((3-(8-Cyanoquinolin-5-yl)-5-(trifluoromethyl)-3-azabicyclo[3.1.0]hexane-1-yl)methyl)piperazine-1-Carboxylic acid tert-butyl ester C(C)(C)(C)OC(=O)N1CCN(CC1)CC12CN(CC2(C1)C(F)(F)F)C1=C2C=CC=NC2=C(C=C1)C#N